C(C)(C)(C)OC(=O)N1CC2=CC(=CC=C2C(C1)C)Br 7-bromo-4-methyl-3,4-dihydroisoquinoline-2(1H)-carboxylic acid tert-butyl ester